CC(C=CCC(=O)O)C.C(\C=C\CCC)=O (2E)-2-hexenal 3-methyl-2-buten-1-yl-acetate